FC1=CC=C(C=C1)C1=NN(C(=C1)C(=O)[O-])C 3-(4-fluorophenyl)-1-methyl-1H-pyrazole-5-carboxylate